F[C@H]1CN(CC[C@@H]1NC1=NN2C(C(=N1)OC)=C(C=C2[2H])C=2C=CC1=C(N(N=N1)CCF)C2)C2COC2 N-((3S,4S)-3-fluoro-1-(oxetan-3-yl)piperidin-4-yl)-5-(1-(2-fluoroethyl)-1H-benzo[d][1,2,3]triazol-6-yl)-4-methoxypyrrolo[2,1-f][1,2,4]triazin-7-d-2-amine